1-amino-2-(1-phenylethyl)naphthalene NC1=C(C=CC2=CC=CC=C12)C(C)C1=CC=CC=C1